FC1=CC2=C(N(C(=N2)C(F)(F)F)CCC2=CC=C(C=C2)OCCC2=CC=C(C=C2)OC)C=C1 5-Fluoro-1-(4-(4-methoxyphenylethoxy)phenethyl)-2-trifluoromethyl-1H-benzo[d]imidazole